4-[(6-methoxy-3-pyridinyl)sulfonyl]benzoic acid COC1=CC=C(C=N1)S(=O)(=O)C1=CC=C(C(=O)O)C=C1